cesium anthranilate C(C=1C(N)=CC=CC1)(=O)[O-].[Cs+]